F[C@@H]1C[C@H](N(C1)C(CC1=CN=NN1)=O)C(=O)N[C@@H](C1=CC(=CC=C1)F)C1=CC(=C(C=C1)C(C)C)F (2S,4R)-4-fluoro-N-[(S)-[3-fluoro-4-(propan-2-yl)phenyl](3-fluorophenyl)methyl]-1-[2-(1H-1,2,3-triazol-5-yl)acetyl]pyrrolidine-2-carboxamide